methyl 7-(3,5-dichlorophenyl)-3-hydroxy-1-benzofuran-2-carboxylate ClC=1C=C(C=C(C1)Cl)C1=CC=CC=2C(=C(OC21)C(=O)OC)O